2-oxo-6-azaspiro[3.4]octane oxalate C(C(=O)O)(=O)O.O=C1CC2(C1)CNCC2